[N-]=C=O.FC=1C=C(C=C)C=CC1F 3,4-difluoro-trans-styrene isocyanate